2,6-dibromo-4-isopropyl-aniline BrC1=C(N)C(=CC(=C1)C(C)C)Br